CN(C(OC(C)(C)C)=O)CC1OCCC2=CC(=CC=C12)B1OC(C(O1)(C)C)(C)C tert-Butyl methyl((6-(4,4,5,5-tetramethyl-1,3,2-dioxaborolan-2-yl)isochroman-1-yl)methyl)carbamate